CP(=O)(C)C1=CC(=C(C=C1)NCC#CC1=C(C2=C(S1)C(=CC=C2)N[C@H]2[C@H](CN(CC2)C)F)CC#N)OC 2-(2-(3-((4-(dimethylphosphoryl)-2-methoxyphenyl)amino)prop-1-yn-1-yl)-7-(((3S,4R)-3-fluoro-1-methylpiperidin-4-yl)amino)benzo[b]thiophen-3-yl)acetonitrile